C12CN(CC2C1)C1=CC=C(C=N1)C(CO[Si](C1=CC=CC=C1)(C1=CC=CC=C1)C(C)(C)C)N1N=CC(=C1)C(=O)O 1-(1-(6-(3-azabicyclo[3.1.0]hexan-3-yl)pyridin-3-yl)-2-((tert-butyldiphenylsilyl)oxy)ethyl)-1H-pyrazole-4-carboxylic acid